N-glycidylcarbazole C(C1CO1)N1C2=CC=CC=C2C=2C=CC=CC12